[Na+].C(=O)([O-])C(S(=O)(=O)[O-])(F)F.[Na+] carboxyl-difluoromethanesulfonic acid sodium salt